ClC1=CC2=C(N(C(N=C2N2[C@H](CN(CC2)C(C=C)=O)C)=O)C2=C(C=CC=C2CC)CC)N=C1C1=C2C=NNC2=CC=C1C 6-chloro-1-(2,6-diethylphenyl)-7-(5-methyl-1H-indazol-4-yl)-4-((2S)-2-methyl-4-(2-propenoyl)-1-piperazinyl)pyrido[2,3-d]pyrimidin-2(1H)-one